(rac)-2-((4-(aminomethyl)-5-(tert-butoxycarbonyl)-1-(4-cyclopropylphenyl)-4,5,6,7-tetrahydro-1H-pyrazolo[4,3-c]pyridine-3-yl)oxy)acetic acid NC[C@@H]1N(CCC2=C1C(=NN2C2=CC=C(C=C2)C2CC2)OCC(=O)O)C(=O)OC(C)(C)C |r|